[N-]=C=O.[N-]=C=O.C1C2=CC=C(C=C2)C2=CC=C1C=C2 4,4'-methylenebiphenyl diisocyanate